ClC=1C=C2C(=CNC2=CC1Cl)CCN 2-(5,6-dichloro-1H-indol-3-yl)ethylamine